di-tert-butyl (5-(2-(4-fluoro-3-methoxy-5-methylphenylamino)-5-methylpyrimidin-4-ylamino)-2-oxobenzo[d]oxazol-3(2H)-yl)methyl phosphate P(=O)(OC(C)(C)C)(OC(C)(C)C)OCN1C(OC2=C1C=C(C=C2)NC2=NC(=NC=C2C)NC2=CC(=C(C(=C2)C)F)OC)=O